CCCCCCCCCC[Si](OCC)(OCC)OCC n-decyltriethoxysilane